FC(C(C(=O)OCC1=CC=CC=C1)(C)C)=C benzyl 3-fluoro-2,2-dimethyl-but-3-enoate